NC1=C(C=C(C(=N1)F)C1=CC=C(C=C1)N1CCN(CC1)C(=O)OC(C)(C)C)Cl tert-butyl 4-(4-(6-amino-5-chloro-2-fluoropyridin-3-yl)phenyl)piperazine-1-carboxylate